ClC=1C=C(C=2N(N1)C=CN2)[C@@H]2[C@H](C2)C2=CC(=C1C=NN(C1=C2)CC(F)(F)F)F 6-chloro-8-((1S,2S)-2-(4-fluoro-1-(2,2,2-trifluoroethyl)-1H-indazol-6-yl)cyclopropyl)imidazo[1,2-b]pyridazine